C(N)(=O)C=1C=CC(=C(C1)B(O)O)F 5-Carbamoyl-2-fluoro-phenyl-boronic acid